C(C(=O)[O-])(=O)[O-].[Ce+3].C(C(=O)[O-])(=O)[O-].C(C(=O)[O-])(=O)[O-].[Ce+3] cerous oxalate